C(CCCCC)C(C(=O)O)CCCCCCCCCC\C=C/CCCCCCCC n-hexyl-(Z)-13-docosenoic acid